5-[[2-[(2S)-2-[3-(methylamino)phenyl]-1-piperidyl]-2-oxo-acetyl]amino]pyridine-3-carboxamide CNC=1C=C(C=CC1)[C@H]1N(CCCC1)C(C(=O)NC=1C=C(C=NC1)C(=O)N)=O